ClC1=C2CC[C@@]3(CCC=4C(=NC(=NC4[C@H]3F)SC)Cl)C2=CC=C1 |r| rac-(1R,8'S)-4,4'-dichloro-8'-fluoro-2'-(methylthio)-2,3,5',8'-tetrahydro-6'H-spiro[indene-1,7'-quinazoline]